9,10-bis(2-ethylhexyl-oxy)anthracene C(C)C(COC=1C2=CC=CC=C2C(=C2C=CC=CC12)OCC(CCCC)CC)CCCC